C(C)(C)N1C=C(N=CC1=O)S(=O)(=O)NC(NC1=C2CCCC2=CC=C1C1=CC(=NC=C1)OC)=O 4-isopropyl-N-((5-(2-methoxypyridin-4-yl)-2,3-dihydro-1H-inden-4-yl)carbamoyl)-5-oxo-4,5-dihydropyrazine-2-sulfonamide